(S)-6-(1-(3-(hydroxymethyl)biphenyl-4-yl)pyrrolidin-3-yloxy)nicotinamide OCC=1C=C(C=CC1N1C[C@H](CC1)OC1=NC=C(C(=O)N)C=C1)C1=CC=CC=C1